4-(dimethylamino)-N-(4-((3-oxomorpholino)methyl)phenyl)naphthalene-1-sulfonamide methyl-2-(2-(difluoromethyl)-5-(methoxy-d3)pyridin-4-yl)-4-(methyl-d3)benzoate COC(C1=C(C=C(C=C1)C([2H])([2H])[2H])C1=CC(=NC=C1OC([2H])([2H])[2H])C(F)F)=O.CN(C1=CC=C(C2=CC=CC=C12)S(=O)(=O)NC1=CC=C(C=C1)CN1C(COCC1)=O)C